4-(4,4,5,5-tetramethyl-1,3,2-dioxaborolan-2-yl)-1-[[3-(trifluoromethyl)phenyl]methyl]pyrazole CC1(OB(OC1(C)C)C=1C=NN(C1)CC1=CC(=CC=C1)C(F)(F)F)C